OC=1C(C=CC(=CC1)C1=NC=CC=N1)=O 2-hydroxy-5-(pyrimidin-2-yl)cyclohepta-2,4,6-trien-1-one